BrC1=C2C(=NC(=C1)C)N(N=C2C)CC2=CC=C(C=C2)OC 4-bromo-1-(4-methoxybenzyl)-3,6-dimethyl-1H-pyrazolo[3,4-b]Pyridine